quinoline-4(3H)-one N1=CCC(C2=CC=CC=C12)=O